7-methyl-2-((7-methylcinnolin-6-yl)amino)-9-(1-methylpiperidin-4-yl)-7,9-dihydro-8H-purin-8-one CN1C(N(C2=NC(=NC=C12)NC=1C=C2C=CN=NC2=CC1C)C1CCN(CC1)C)=O